N1(CCOCC1)C(=O)C1=CC=C2C=CNC2=C1 6-(morpholine-4-carbonyl)-1H-indol